ClC1=C(C=C(C=C1)[C@@H]1N(C(OC1)(C)C)C(=O)OC(C)(C)C)C1=NN=NN1C([2H])([2H])[2H] tert-butyl (S)-4-(4-chloro-3-(1-(methyl-d3)-1H-tetrazol-5-yl)phenyl)-2,2-dimethyloxazolidine-3-carboxylate